[4-(7H-dibenzocarbazole-7-yl)butyl]phosphonic acid C1=CC=CC=2C1=C1C=3C=CC=CC3N=C1C=1C2C=CC(C1)CCCCP(O)(O)=O